benzyl (E)-5-((tert-butyldiphenylsilyl)oxy)-3-((dimethylamino)methylene)-4-oxoazepane-1-carboxylate [Si](C1=CC=CC=C1)(C1=CC=CC=C1)(C(C)(C)C)OC1C(/C(/CN(CC1)C(=O)OCC1=CC=CC=C1)=C/N(C)C)=O